C1(=CC=CC=C1)C=1C(N(C(C1)=O)CC1=CC=NC=C1)=O 3-phenyl-1-(pyridin-4-ylmethyl)-1H-pyrrole-2,5-dione